2-[[(2R,3R)-2-(2-Chloro-5-fluoro-3-methyl-phenyl)pyrrolidin-3-yl]oxymethyl]pyrazine ClC1=C(C=C(C=C1C)F)[C@H]1NCC[C@H]1OCC1=NC=CN=C1